(R)-2-(3-fluorophenylsulfonamido)-3-(4-hydroxyphenyl)propanoic acid FC=1C=C(C=CC1)S(=O)(=O)N[C@@H](C(=O)O)CC1=CC=C(C=C1)O